C1CC1(C(=O)[O-])[NH3+] The molecule is an amino acid zwitterion arising from transfer of a proton from the carboxy to the amino group of 1-aminocyclopropanecarboxylic acid; major species at pH 7.3. It has a role as a plant metabolite. It is a conjugate acid of a 1-aminocyclopropanecarboxylate. It is a tautomer of a 1-aminocyclopropanecarboxylic acid.